CC(C(=O)O)=CCCCC 2-METHYL-2-HEPTENOIC ACID